C(C)OC([C@H](C)NCCCC(=O)OCC)=O ethyl (S)-4-((1-ethoxy-1-oxopropan-2-yl)amino)butanoate